(5-{[2-(4-isopropylphenyl)imidazo[1,2-a]pyrimidin-3-yl]methyl}-2,5-diazabicyclo[2.2.2]oct-2-yl)methanone C(C)(C)C1=CC=C(C=C1)C=1N=C2N(C=CC=N2)C1CN1C2CN(C(C1)CC2)C=O